gallium allyloxide C(C=C)OCC=C.[Ga]